2-(2-chloro-5-fluoropyrimidin-4-yl)-5-methylspiro[6H-thieno[3,2-c]pyridine-7,1'-cyclopentane]-4-one ClC1=NC=C(C(=N1)C1=CC=2C(N(CC3(CCCC3)C2S1)C)=O)F